NC1=C(C#N)C=C(C(=C1C=1C=C2C(=C(C=NC2=CC1)C1=CC(=CC(=C1)F)F)N1CCC(CC1)N)F)F 2-amino-3-[4-(4-aminopiperidin-1-yl)-3-(3,5-difluorophenyl)quinolin-6-yl]-4,5-difluorobenzonitrile